(5'S)-5'-(pyrazin-2-yl)-3-[(thieno[2,3-d]pyrimidin-6-yl)methoxy]tetrahydro-3'H-spiro[cyclobutane-1,2'-pyrrolo[2,1-b][1,3]oxazol]-3'-one N1=C(C=NC=C1)[C@@H]1CCC2OC3(C(N21)=O)CC(C3)OCC3=CC2=C(N=CN=C2)S3